C(=O)(O)C1=CC=C(C=C1)C1=CC=C(C=C1)N1C(N(C2=NC=CC=C21)[C@@H]2CN(C[C@H]2F)CC=2N(C(=CN2)C(=O)O)C)=O 2-(((3R,4R)-3-(1-(4'-carboxy-[1,1'-biphenyl]-4-yl)-2-oxo-1,2-dihydro-3H-imidazo[4,5-b]pyridin-3-yl)-4-fluoropyrrolidin-1-yl)methyl)-1-methyl-1H-imidazole-5-carboxylic acid